CC(=CCO)CCC=C(CCC=C(C)C)C 3,7,11-trimethyldodecan-2,6,10-trien-1-ol